3-aminopropyltris(trimethylsiloxy)-silane NCCC[Si](O[Si](C)(C)C)(O[Si](C)(C)C)O[Si](C)(C)C